P(=O)(OCCl)(O)O chloromethyl dihydrogen phosphate